6-O-Ethyl-2'-C-methylguanosine C(C)OC=1C=2N=CN([C@H]3[C@](O)([C@H](O)[C@@H](CO)O3)C)C2N=C(N1)N